5-cyano-3-methyl-N-(3-(2-oxooxazol-3(2H)-yl)-1-(tetrahydro-2H-pyran-2-yl)-1H-indazol-5-yl)picolinamide C(#N)C=1C=C(C(=NC1)C(=O)NC=1C=C2C(=NN(C2=CC1)C1OCCCC1)N1C(OC=C1)=O)C